OCCN1C[C@@H](CCC1)NC=1OC=2C(=NC(=CC2)C2=C(C=C3C(CCO3)=C2O)COC)N1 5-[2-[[(3R)-1-(2-Hydroxyethyl)-3-piperidyl]amino]oxazolo[4,5-b]pyridin-5-yl]-6-(methoxymethyl)-2,3-dihydrobenzofuran-4-ol